2-fluoro-6-((4-(trifluoromethyl)-1H-pyrazol-1-yl)methyl)pyridine Diethyl-(2-(4-fluorophenyl)-2-methylpropanoyl)-L-leucyl-D-glutamate C(C)C([C@H](NC(C(C)(C)C1=CC=C(C=C1)F)=O)C(=O)N[C@H](CCC(=O)O)C(=O)O)(C(C)C)CC.FC1=NC(=CC=C1)CN1N=CC(=C1)C(F)(F)F